(2S)-2-amino-N-[1-[1-(3-chloro-6-oxo-1H-pyridazin-5-yl)propyl]-3-fluoro-pyrazol-4-yl]-3,3-dicyclopropyl-propanamide N[C@H](C(=O)NC=1C(=NN(C1)C(CC)C1=CC(=NNC1=O)Cl)F)C(C1CC1)C1CC1